((4-((4-cyanophenyl)amino)quinazolin-2-yl)thio)cyclobutane-1-carboxylic acid C(#N)C1=CC=C(C=C1)NC1=NC(=NC2=CC=CC=C12)SC1(CCC1)C(=O)O